(3S,3aS)-1-chloro-3-[(4-methylbenzene-1-sulfonyl)methyl]tetrahydro-1H,3H-pyrrolo[1,2-c][1,3,2]oxazaphosphole ClP1O[C@@H]([C@H]2N1CCC2)CS(=O)(=O)C2=CC=C(C=C2)C